ClC1=CC=C(C=C1)C1(NC(C2=CC(=CC(=C12)F)C(C)(C1CCN(CC1)C)O)=O)OC 3-(4-chlorophenyl)-4-fluoro-6-[1-hydroxy-1-(1-methyl-4-piperidinyl)ethyl]-3-methoxy-isoindolin-1-one